COC([C@](C1=CC=CC=C1)(C1=CC(=CC=C1)O)O)=O methyl-(S)-2-hydroxy-2-(3-hydroxyphenyl)-2-phenylacetic acid